(rac)-2-(2-(benzyloxy)ethyl)oxirane C(C1=CC=CC=C1)OCC[C@H]1OC1 |r|